C(C)OC(=O)C1=NN(C=2C(NCCC21)=O)CC(C)O.S2C(SCCC2)C=2C=C(C=C(C2OCC2=CC=C(C=C2)OC)F)NC(C2=CC=CC=C2)=O N-(3-(1,3-dithian-2-yl)-5-fluoro-4-(4-methoxybenzyloxy)phenyl)benzamide ethyl-1-(2-hydroxypropyl)-7-oxo-4,5,6,7-tetrahydro-1H-pyrazolo[3,4-c]pyridine-3-carboxylate